C1(=CC=CC=C1)[C@H]1CC[C@H](CC1)OC[C@@H]1N(CCC[C@@H]1C1=NNC=C1)C(=O)OCC(C)C isobutyl (CIS)-2-((((CIS)-4-phenylcyclohexyl)oxy) methyl)-3-(1H-pyrazol-3-yl)piperidine-1-carboxylate